6-(2-(3'-chloro-5'-methyl-[1,1'-biphenyl]-3-yl)-2-hydroxyacetyl)-2-(1-phenylcyclopropyl)-5,6,7,8-tetrahydropyrido[4,3-d]pyrimidin-4(3H)-one ClC=1C=C(C=C(C1)C)C1=CC(=CC=C1)C(C(=O)N1CC2=C(N=C(NC2=O)C2(CC2)C2=CC=CC=C2)CC1)O